COC1=C(C(=CC=C1)OC)N1C(=NN=C1C=1C=NC=C(C1)C)NS(=O)(=O)[C@@H](C)[C@H](C)C1=NC=C(C=N1)C (2s,3r)-N-(4-(2,6-dimethoxyphenyl)-5-(5-methyl-3-pyridyl)-4H-1,2,4-triazol-3-yl)-3-(5-methyl-2-pyrimidinyl)-2-butanesulfonamide